C(C)OCCN1C(=NC2=C1C=CC=C2)C2CCN(CC2)CCC2=CC=C(C=C2)C(C(=O)O)(C)C 2-[4-(2-{4-[1-(2-ethoxyethyl)-1H-benzimidazole-2-yl]piperidine-1-yl}ethyl)phenyl]-2-methylpropanoic acid